C(C1=CC=CC=C1)N1C(=NC2=C1C=CC=C2C(=O)N)CCC2=CC=CC=C2 1-benzyl-2-phenethyl-1H-benzo[d]imidazole-4-carboxamide